N-(azetidin-3-ylmethyl)-4-(1-propionylindol-5-yl)benzamide N1CC(C1)CNC(C1=CC=C(C=C1)C=1C=C2C=CN(C2=CC1)C(CC)=O)=O